ethyl 5-(cyclohexylmethyl)-7-(trifluoromethyl)pyrazolo[1,5-a]pyrimidine-2-carboxylate Ethyl-5-bromo-7-(trifluoromethyl)pyrazolo[1,5-a]pyrimidine-2-carboxylate C(C)OC(=O)C1=NN2C(N=C(C=C2C(F)(F)F)Br)=C1.C1(CCCCC1)CC1=NC=2N(C(=C1)C(F)(F)F)N=C(C2)C(=O)OCC